1-((3aR,5S,6S,6aR)-6-(benzyloxy)-5-((benzyloxy)methyl)-2,2-dimethyltetrahydrofuro[2,3-d][1,3]dioxol-5-yl)ethan-1-ol C(C1=CC=CC=C1)O[C@@H]1[C@](O[C@@H]2OC(O[C@@H]21)(C)C)(COCC2=CC=CC=C2)C(C)O